2,6-bis-(2,4,6-trihydroxybenzyl)-p-cresol OC1=C(CC2=CC(=CC(=C2O)CC2=C(C=C(C=C2O)O)O)C)C(=CC(=C1)O)O